tert-butyl (7Z)-7-[(R)-tert-butylsulfinyl]imino-3-methyl-spiro[5H-cyclopenta[c]pyridine-6,4'-piperidine]-1'-carboxylate C(C)(C)(C)[S@@](=O)\N=C\1/C=2C=NC(=CC2CC12CCN(CC2)C(=O)OC(C)(C)C)C